2-isopropyloxazolo[4,5-b]pyrazine-6-carbaldehyde C(C)(C)C=1OC=2C(=NC=C(N2)C=O)N1